ethyl 4-methyl-1,3-thiazole-5-carboxylate CC=1N=CSC1C(=O)OCC